CC=1C=2N(C=3C=CC=CC3N1)C1=CC=CC=C1C2 6-methylindolo[1,2-a]quinoxaline